C1=NC=C(C2=CC=CC=C12)N1C(N(C[C@@H]1C#N)C1=CC(=CC=C1)S(=O)(=O)C)=O (R)-3-(isoquinolin-4-yl)-1-(3-(methylsulfonyl)phenyl)-2-oxoimidazolidine-4-carbonitrile